COC(=O)C1=NN(C(C=C1OS(=O)(=O)C(F)(F)F)=O)C1=C(C=C(C=C1)OC)F 1-(2-fluoro-4-methoxyphenyl)-6-oxo-4-(((trifluoromethyl)sulfonyl)oxy)-1,6-dihydropyridazine-3-carboxylic acid methyl ester